C(CN1C(C(NC(C1)(C)C)(C)C)=O)N1C(C(NC(C1)(C)C)(C)C)=O 1,1'-(1,2-ethan-di-yl)-bis-(3,3',5,5'-tetra-methyl-piperazinone)